N-[3-chloro-4-[(3,3-difluorocyclobutyl)methoxy]-2-fluoro-phenyl]-6-[(1S,4S)-2,5-diazabicyclo[2.2.1]heptan-2-yl]pyrimido[5,4-d]pyrimidin-4-amine ClC=1C(=C(C=CC1OCC1CC(C1)(F)F)NC=1C2=C(N=CN1)C=NC(=N2)N2[C@@H]1CN[C@H](C2)C1)F